C[C@@H]1CN(C[C@@H](O1)C)C1=CC=CC(=N1)C=1N=C(SC1)N 4-[6-[cis-2,6-dimethylmorpholin-4-yl]-2-pyridinyl]thiazol-2-amine